ClC=1C=C(C=NC1)C1=NC(=C2N=CN(C2=N1)[C@H]1[C@@H]([C@@H]([C@H](O1)C(=O)NC([2H])([2H])[2H])O)O)NCC1=CSC=C1 (2S,3S,4R,5R)-5-(2-(5-chloropyridin-3-yl)-6-((thiophen-3-ylmethyl)amino)-9H-purin-9-yl)-3,4-Dihydroxy-N-(methyl-d3)tetrahydrofuran-2-carboxamide